ethyl 1-(2-bromoethyl)-3-(4-fluorophenyl)-1H-pyrazole-5-carboxylate BrCCN1N=C(C=C1C(=O)OCC)C1=CC=C(C=C1)F